I[Pb](I)I.[Cs] cesium triiodolead